NC1=NC=C(C(=N1)N)OC=1C(=CC(=C(C1)S(=O)(=O)NCC)OC)C(C)C 5-(2,4-Diamino-pyrimidin-5-yloxy)-N-ethyl-4-isopropyl-2-methoxy-benzenesulfonamide